Cl.ClC1=CC(=C(COC2=CC=CC(=N2)C2CCN(CC2)CC=2N(C=3C(=NC=C(C3)C(=O)O)N2)CCOC)C=C1)F 2-((4-(6-((4-Chloro-2-fluorobenzyl)oxy)pyridin-2-yl)piperidin-1-yl)methyl)-1-(2-methoxyethyl)-1H-imidazo[4,5-b]pyridine-6-carboxylic acid hydrochloride